C(CCCCCCC)(=O)CCCCCCCCCCO caprylyl-decyl alcohol